C1(CCCCC1)NCCCCS(=O)(=O)O 4-[Cyclohexylamino]-1-butanesulfonic acid